tert-butyl 6-(8-(benzo[d]thiazol-2-ylcarbamoyl)-3,4-dihydroisoquinolin-2(1H)-yl)-3-bromopicolinate S1C(=NC2=C1C=CC=C2)NC(=O)C=2C=CC=C1CCN(CC21)C2=CC=C(C(=N2)C(=O)OC(C)(C)C)Br